C1(CC1)OC1=C(C=CC(=C1)F)C(=O)N1CC2(C1)CC(C2)N2N=CC(=C2C2=C(C=CC=C2)F)C (2-cyclopropoxy-4-fluorophenyl){6-[5-(o-fluorophenyl)-4-methyl-1-pyrazolyl]-2-aza-2-spiro[3.3]heptyl}methanone